2-(2,6-dioxo-3-piperidyl)-4-fluoro-3-oxo-isoindoline-5-carbonitrile O=C1NC(CCC1N1CC2=CC=C(C(=C2C1=O)F)C#N)=O